C(CC1=CC=CC=C1)N1C(C2=CC=CC=C2C1)=O 2-phenethylisoindolin-1-one